BrC=1C=CC2=C(N(C(CCC2)=O)C)C1 8-bromo-1-methyl-2-oxo-2,3,4,5-tetrahydro-1H-benzo[b]azepine